C(C)OP(OCC)(=O)CC1=CC2=C(NC(O2)=O)C=C1 ((2-oxo-2,3-dihydrobenzo[d]oxazol-6-yl)methyl)phosphonic acid diethyl ester